Meta-hydroxy-phenylpropionic acid OC=1C=C(C=CC1)C(C(=O)O)C